OC1=[NH+]C=C(C=C1)O 2,5-dihydroxy-pyridinium